CC1=C2C(=NC=C1)CC(C2)C(=O)O 4-methyl-6,7-dihydro-5H-cyclopenta[b]Pyridine-6-carboxylic acid